C1(CC1)N1N=C(C2=C1C=NN(C2=O)CC(=O)N[C@@H](C)C2=CC=C(C=C2)OC)C (S)-2-(1-cyclopropyl-3-methyl-4-oxo-1,4-dihydro-5H-pyrazolo[3,4-d]pyridazin-5-yl)-N-(1-(4-methoxyphenyl)ethyl)acetamide